tri(2,2,2-trichloroethoxy)boroxine ClC(COB1OB(OB(O1)OCC(Cl)(Cl)Cl)OCC(Cl)(Cl)Cl)(Cl)Cl